1-(4-((4-methylpiperazin-1-yl)methyl)-3-(trifluoromethyl)phenyl)-3-(2-(pyrazolo[5,1-b]thiazole-7-carbonyl)-2-azaspiro[3.3]heptan-6-yl)urea CN1CCN(CC1)CC1=C(C=C(C=C1)NC(=O)NC1CC2(CN(C2)C(=O)C=2C=NN3C2SC=C3)C1)C(F)(F)F